OC[C@@H]1NCCNC1 (2R)-2-(hydroxymethyl)piperazine